N-(6-chloropyridin-3-yl)-6-((4-methyl-4H-1,2,4-triazol-3-yl)methoxy)isoquinolin-1-amine ClC1=CC=C(C=N1)NC1=NC=CC2=CC(=CC=C12)OCC1=NN=CN1C